C1(CC1)S(=O)(=O)N1N=CC(=C1)C1=NC=CC(=N1)NC1=NC=C(C(=C1)NC1CCC(CC1)C(C)(C)O)C1=NC=C(N=C1)N1CCC(CC1)(F)F 2-((1s,4s)-4-((2-((2-(1-(Cyclopropylsulfonyl)-1H-pyrazol-4-yl)pyrimidin-4-yl)amino)-5-(5-(4,4-difluoropiperidin-1-yl)pyrazin-2-yl)pyridin-4-yl)amino)cyclohexyl)propan-2-ol